C(C)(C)(C)OC(=O)N1C(CC(C1)(C)C)CO.BrN1C(=O)N(C(=O)C1(C)C)Br 1,3-dibromo-5,5-dimethyl-hydantoin tert-butyl-2-(hydroxymethyl)-4,4-dimethyl-pyrrolidine-1-carboxylate